benzyl (6S)-6-({7-bromo-2-[1-(propan-2-yl)-1H-pyrazol-4-yl][1,2,4]triazolo[1,5-c]quinazolin-5-yl}amino)-5-oxo-1,4-diazepane-1-carboxylate BrC1=CC=CC=2C=3N(C(=NC12)N[C@@H]1C(NCCN(C1)C(=O)OCC1=CC=CC=C1)=O)N=C(N3)C=3C=NN(C3)C(C)C